N1=C2C(=N[Se]1)C=CC=C2 benzo[1,2,5]selenadiazole